C[C@H]1CN(N(C1)C(=O)OCC1=CC=CC=C1)C(=O)OC(C)(C)C |r| 1-benzyl 2-(tert-butyl) (RS)-4-methylpyrazolidine-1,2-dicarboxylate